Calcium Glycerophosphate O=P([O-])([O-])OCC(O)CO.[Ca+2]